CC(C#C)(CCCC(CC\C=C(\CCC=C(C)C)/C)C)O (E)-3,7,11,15-tetramethylhexadeca-10,14-dien-1-yn-3-ol